2-fluoro-N-(6-fluoro-8-methyl-1-isoquinolyl)-4-[5-(2-methoxyethyl)-1,3,4-thiadiazol-2-yl]-N-[(3R)-3-piperidyl]benzamide FC1=C(C(=O)N([C@H]2CNCCC2)C2=NC=CC3=CC(=CC(=C23)C)F)C=CC(=C1)C=1SC(=NN1)CCOC